(propan-2-yl)-1H-benzotriazol CC(C)N1N=NC2=C1C=CC=C2